ClC1=NC2=C3C(=C4C(=C2N=C1)C=CC=C4)C=CC=C3 monochlorodibenzo[f,h]quinoxaline